gamma-glutamyl-aminobutyrylglycine N[C@@H](CCC(=O)N(CC(=O)O)C(CCCN)=O)C(=O)O